N1(C=NC=C1)SCN1CCCN(CCC1)C1=NC=CC=C1 (1H-imidazol-1-yl)(5-(pyridin-2-yl)-1,5-diazacyclooctan-1-yl)methylsulfan